BrC1=NC(=CC(=C1)[C@H]1CN(CCN1)C(=O)OC(C)(C)C)Cl (S)-tert-butyl 3-(2-bromo-6-chloropyridin-4-yl)piperazine-1-carboxylate